C(C)(C)(C)C=1SC(=CN1)C(=O)NCC1=C(C=C(C=C1)C1=NC(=NC=C1)NC=1C=NN(C1)C(C)C)C 2-(tert-butyl)-N-(4-(2-((1-isopropyl-1H-pyrazol-4-yl)amino)pyrimidin-4-yl)-2-methylbenzyl)thiazole-5-carboxamide